trans-4-methoxytetrahydro-2H-pyran-3-ol CO[C@H]1[C@@H](COCC1)O